C1(=CC=CC2=CC=CC=C12)N1C2=CC=CC=C2C=2C=C(C=CC12)B(O)O (9-(naphthalen-1-yl)-9H-carbazol-3-yl)boronic acid